OC1CC(C1)N1C(C2=CC=CC=C2C1=O)=O 2-(3-hydroxycyclobutyl)-2,3-dihydro-1H-isoindole-1,3-dione